trans-2-(1-(tetrahydro-2H-pyran-2-yl)-1H-pyrazol-4-yl)cyclopropanecarboxylic acid ethyl ester C(C)OC(=O)[C@H]1[C@@H](C1)C=1C=NN(C1)C1OCCCC1